NCCCN1CCOCC1 N-(3-aminopropyl)morpholine